N-hexyl-N-phenyl-urea C(CCCCC)N(C(=O)N)C1=CC=CC=C1